C(C)(C)(C)C1=CC(=CCC1)C 2-(tert-butyl)-6-methyl-4H-benzol